7-bromo-3-(2-methoxyethyl)-2,2-dimethyl-2,3-dihydroquinazolin-4(1H)-one BrC1=CC=C2C(N(C(NC2=C1)(C)C)CCOC)=O